1-(4-cyclopropyl-6-(2-methyl-2H-pyrazolo[3,4-b]pyridin-5-yl)thieno[2,3-b]pyridin-2-yl)ethanol C1(CC1)C1=C2C(=NC(=C1)C1=CC=3C(N=C1)=NN(C3)C)SC(=C2)C(C)O